C(N)(=N)C=1C=C(SC1)[C@@H](C)NC(=O)[C@H]1N(C[C@@H](C1)OC(C)C)C(CNC(CCCOC1=CC=CC=C1)=O)=O (2S,4R)-N-((R)-1-(4-carbamimidoylthiophen-2-yl)ethyl)-4-isopropoxy-1-((4-phenoxybutanoyl)glycyl)pyrrolidine-2-carboxamide